N1(CCC1)C1=C(C(=NC(=C1)NC1=NN(C(=C1)C)C(C)(C)C)C[C@@]1(C[C@H](NCC1)C)C(=O)OC(C)(C)C)F tert-butyl (2R,4R)-4-((4-(azetidin-1-yl)-6-((1-(tert-butyl)-5-methyl-1H-pyrazol-3-yl)amino)-3-fluoropyridin-2-yl)methyl)-2-methylpiperidine-4-carboxylate